O1NCC=C1C(=O)O dihydroisoxazole-5-carboxylic acid